COC1=CC=C(CN(C2=NC=NN3C2=NC=C3C#N)CC3=CC=C(C=C3)OC)C=C1 4-(bis(4-methoxybenzyl)amino)imidazo[2,1-f][1,2,4]triazine-7-carbonitrile